P(OCCCCCCCC\C=C/CCCCCCCC)(OCCCCCCCC\C=C/CCCCCCCC)=O dioleyl phosphonate